C(C)C=1C=C(C=NC1)C1CCN(CC1)C(=O)N1C[C@@H]2[C@@H](OCC(N2)=O)CC1 (-)-cis-6-(4-(5-ethylpyridin-3-yl)piperidine-1-carbonyl)hexahydro-2H-pyrido[4,3-b][1,4]oxazin-3(4H)-one